phenyl N-(4-cyclobutylphenyl)carbamate C1(CCC1)C1=CC=C(C=C1)NC(OC1=CC=CC=C1)=O